3-(o-tolyl)morpholine C1(=C(C=CC=C1)C1NCCOC1)C